CC1(CC(C1)=O)C(=O)O methyl-3-oxo-cyclobutanecarboxylic acid